N-tert-butyl-benzoylAmine hydrochloride Cl.C(C)(C)(C)NC(C1=CC=CC=C1)=O